2-((3R,4S)-3-aminotetrahydro-2H-pyran-4-yl)-5-chloro-3-(prop-1-yn-1-yl)-N-(thiophen-2-ylmethyl)thieno[3,2-b]pyridin-7-amine N[C@H]1COCC[C@@H]1C1=C(C2=NC(=CC(=C2S1)NCC=1SC=CC1)Cl)C#CC